oxo-6-phenyl-2H-pyran O=C1OC(=CC=C1)C1=CC=CC=C1